racemic-1-(((5S)-2,6-dioxabicyclo[3.2.1]octan-1-yl)methyl)-2-(4-(6-((4-cyano-2-fluorobenzyl)oxy)pyridin-2-yl)-2,5-difluorobenzyl)-1H-benzo[d]imidazole-6-carboxylic acid [C@]12(OCC[C@H](OC1)C2)CN2C(=NC1=C2C=C(C=C1)C(=O)O)CC1=C(C=C(C(=C1)F)C1=NC(=CC=C1)OCC1=C(C=C(C=C1)C#N)F)F |&1:0|